C1(CCCCC1)C(C(=O)NC1CCCCC1)N1C(=NC2=C1C=CC=C2)C2=CC(=CC=C2)OC(C(F)F)(F)F 2,N-dicyclohexyl-2-{2-[3-(1,1,2,2-tetrafluoro-ethoxy)-phenyl]-benzimidazol-1-yl}-acetamide